(R)-4-acetyl-N-(5-(5-ethyl-1,2,4-oxadiazol-3-yl)-2,3-dihydro-1H-inden-1-yl)picolinamide C(C)(=O)C1=CC(=NC=C1)C(=O)N[C@@H]1CCC2=CC(=CC=C12)C1=NOC(=N1)CC